4-(4-(2-chlorophenyl)piperazin-1-yl)-6-(4-fluorophenyl)-2-oxo-2H-pyran-3-carbonitrile ClC1=C(C=CC=C1)N1CCN(CC1)C1=C(C(OC(=C1)C1=CC=C(C=C1)F)=O)C#N